C(C)(=O)C=1C=C(SC1)S(=O)(=O)N[Si](C)(C)C(C)(C)C 4-acetyl-N-(tert-butyldimethylsilyl)thiophene-2-sulfonamide